CC=1N=C(SC1)C(=O)[O-] 4-methylthiazole-2-carboxylate